BrC=1C(OC(C1Br)=O)=O 3,4-dibromofuran-2,5-dione